C1(=CC=C(C=C1)C#CCNC(C)C1=C(C=CC(=C1)Cl)O)C1=CC=CC=C1 2-(1-((3-([1,1'-biphenyl]-4-yl)prop-2-yn-1-yl)amino)ethyl)-4-chlorophenol